6-chloro-2-[(1S,2R)-2-(6-fluoro-2,3-dimethylphenyl)-1-(5-oxo-4H-1,3,4-oxadiazol-2-yl)propyl]-4-hydroxy-4-methyl-3H-1λ6,2-benzothiazine-1,1-dione ClC=1C=CC2=C(C(CN(S2(=O)=O)[C@@H]([C@H](C)C2=C(C(=CC=C2F)C)C)C=2OC(NN2)=O)(C)O)C1